C(C=C)OC(CC[C@H](CSC(C1=CC=CC=C1)(C1=CC=CC=C1)C1=CC=CC=C1)NC(=O)OC(C)(C)C)=O.ClC1=NC=C(C(=N1)C=1C=NN(C1)C(C)C)C 2-chloro-5-methyl-4-(1-isopropyl-1H-pyrazol-4-yl)pyrimidine Allyl-(R)-4-tert-butoxycarbonylamino-5-(triphenylmethylthio)pentanoate